C[Sn](C1=NC(=NC=C1)N)(C)C 4-trimethylstannyl-pyrimidin-2-amine